COC1CCC(CC1)N1[C@H]2[C@@](CCC1)(CCC2)COC=2N=C(C1=C(N2)C(=C(N=C1)C1=CC(=CC2=CC=C(C(=C12)C#C)F)O)F)N1CCOCCC1 4-(2-{[(4aS,7aR)-1-(4-methoxycyclohexyl)-octahydro-1H-cyclopenta[b]pyridin-4a-yl]methoxy}-8-fluoro-4-(1,4-oxazepan-4-yl)pyrido[4,3-d]pyrimidin-7-yl)-5-ethynyl-6-fluoronaphthalen-2-ol